5-chloro-1'-(2-{[7-fluoro-1-(3-hydroxy-3-methylcyclobutyl)-1H-1,3-benzodiazol-5-yl]oxy}ethyl)-1,2-dihydrospiro[indole-3,4'-piperidin]-2-one ClC=1C=C2C(=CC1)NC(C21CCN(CC1)CCOC1=CC2=C(N(C=N2)C2CC(C2)(C)O)C(=C1)F)=O